(2R,4R)-1-(3-chloro-2-fluorobenzyl)-2-methyl-4-((3'-methyl-6'-((5-methyl-1H-pyrazol-3-yl)amino)-[2,4'-bipyridin]-2'-yl)methyl)-piperidine-4-carboxylic acid ClC=1C(=C(CN2[C@@H](C[C@@](CC2)(C(=O)O)CC2=NC(=CC(=C2C)C2=NC=CC=C2)NC2=NNC(=C2)C)C)C=CC1)F